2-[[[5-ethylsulfonyl-1-methyl-2-(2,2,2-trifluoroethoxy)imidazol-4-yl]amino]methyl]-5-(trifluoromethyl)pyridine-3-carboxylic acid C(C)S(=O)(=O)C1=C(N=C(N1C)OCC(F)(F)F)NCC1=NC=C(C=C1C(=O)O)C(F)(F)F